ClC=1C=C(C=2N(N1)C=CN2)C2CCOCC2 6-chloro-8-(tetrahydro-2H-pyran-4-yl)imidazo[1,2-b]pyridazine